NC1=NN(C2=NC(=CC(=C21)C2=CC=C(C=C2)N)N2CCN(CC2)C(C)=O)C 1-(4-(3-amino-4-(4-aminophenyl)-1-methyl-1H-pyrazolo[3,4-b]pyridin-6-yl)piperazin-1-yl)ethan-1-one